3-[4-[4-(1,4-dioxaspiro[4.5]decan-8-yl)piperazin-1-yl]phenyl]-piperidine-2,6-dione O1CCOC12CCC(CC2)N2CCN(CC2)C2=CC=C(C=C2)C2C(NC(CC2)=O)=O